FC=1N(C(C=CC1)=O)C fluoro-1-methyl-6-oxopyridin